COCC(=O)OC methyl 2-methoxyacetate